(2R,3S,5R)-5-(6-amino-2-fluoro-9H-purin-9-yl)-2-ethynyl-2-((2-phenylacetyloxy) methyl)-tetrahydrofuran-3-yl-2-phenylacetate NC1=C2N=CN(C2=NC(=N1)F)[C@H]1C[C@H](C(O1)(COC(CC1=CC=CC=C1)=O)C#C)[C@@H](C(=O)[O-])C1=CC=CC=C1